ClC1=NC=C(C(=C1)C(=O)NCC(F)(F)C1=C(C=C(C=C1)C)C)OC1=CC(=CC=C1)C1CC1 2-chloro-5-(3-cyclopropyl-phenoxy)-N-[2-(2,4-dimethylphenyl)-2,2-difluoro-ethyl]pyridine-4-carboxamide